CN1C(=C(C2=CC(=C(C=C12)C(=O)O)C)CCC(=O)O)CCCCC 1,5-dimethyl-2-pentyl-3-(2-carboxyethyl)-indole-6-carboxylic acid